C1(=CC=CC=C1)S(=O)(=O)N1C(=CC=2C1=NC(=CC2NCC2=CC=CC=C2)N2C(=CC=1C(=CC=CC21)C(=O)N)C)C 1-[1-(Benzenesulfonyl)-4-(benzylamino)-2-methyl-1H-pyrrolo[2,3-b]pyridin-6-yl]-2-methyl-1H-indole-4-carboxamide